ClC=1C=C(CNCCCCOC2CN(C2)C2=C3C=NNC3=CC(=C2)C=2C=NOC2)C=CC1OC(F)(F)F N-(3-chloro-4-(trifluoromethoxy)benzyl)-4-((1-(6-(isoxazol-4-yl)-1H-indazol-4-yl)azetidin-3-yl)oxy)butan-1-amine